NC1=C(C#N)C=CN=C1 3-aminoisonicotinonitrile